4-(2-hydroxyethyl)-4-methyl-2-oxomorpholin-4-ium bromide [Br-].OCC[N+]1(CC(OCC1)=O)C